Cl.C(\C=C\C(=O)OCCN1CCCCC1)(=O)OC Methyl (2-(piperidin-1-yl)ethyl) Fumarate Hydrochloride